ClC1=CC=C(C=C1)CC(=O)N1C=CC2=CC(=CC=C12)NS(=O)(=O)C1CCCCC1 N-(1-(2-(4-chlorophenyl)acetyl)-1H-indol-5-yl)cyclohexanesulfonamide